tert-butyl (1-(3-(((tert-butyldimethylsilyl)oxy)methyl)piperazin-1-yl)-2-methyl-1-oxopropan-2-yl)carbamate [Si](C)(C)(C(C)(C)C)OCC1CN(CCN1)C(C(C)(C)NC(OC(C)(C)C)=O)=O